1-benzyl-3-[(3,3-dimethyl-2-oxo-1,4-dihydroquinolin-6-yl)amino]quinolin-4-one C(C1=CC=CC=C1)N1C=C(C(C2=CC=CC=C12)=O)NC=1C=C2CC(C(NC2=CC1)=O)(C)C